NC1=NC=NN2C1=C(C=C2C=2C=C(C(=NC2)OC)C(=O)N[C@@H]2CN(C[C@@H]2F)C2C(CCC2)(C)C)C(F)(F)F 5-[4-amino-5-(trifluoromethyl)-pyrrolo[2,1-f][1,2,4]triazin-7-yl]-N-[(3R,4S)-1-(2,2-dimethylcyclopentyl)-4-fluoropyrrolidin-3-yl]-2-methoxypyridine-3-carboxamide